C1=CC=CC=2C3=CC=CC=C3C(C12)COC(=O)NC(C(NCCOCCOCCOCCO)=O)CCC(=O)O 14-((((9H-fluoren-9-yl)methoxy)carbonyl)amino)-1-hydroxy-13-oxo-3,6,9-trioxa-12-azaheptadecan-17-oic acid